[7-chloro-6-fluoro-4-[5-(4,4,4-trifluoro-3,3-dimethyl-but-1-ynyl)-3,4-dihydro-2H-quinolin-1-yl]quinazolin-2-yl]hydrazine ClC1=C(C=C2C(=NC(=NC2=C1)NN)N1CCCC2=C(C=CC=C12)C#CC(C(F)(F)F)(C)C)F